(E)-6-(4-(Dimethylamino)but-2-enoyl)-4-(2-(1-(5-methoxypyrimidin-4-yl)-3-(trifluoromethyl)-1H-pyrazol-4-yl)phenyl)-4,5,6,7-tetrahydrothieno[2,3-c]pyridine-2-carbonitrile CN(C/C=C/C(=O)N1CC2=C(C(C1)C1=C(C=CC=C1)C=1C(=NN(C1)C1=NC=NC=C1OC)C(F)(F)F)C=C(S2)C#N)C